3-chloro-N-[(1r,3s)-3-{[6-chloro-2-(trifluoromethyl)quinolin-4-yl]amino}cyclohexyl]-1-(2-hydroxy-2-methylpropyl)-1H-pyrazole-4-carboxamide ClC1=NN(C=C1C(=O)N[C@H]1C[C@H](CCC1)NC1=CC(=NC2=CC=C(C=C12)Cl)C(F)(F)F)CC(C)(C)O